5-chloro-[2,3'-bipyridin] ClC=1C=CC(=NC1)C=1C=NC=CC1